3-bromo-5-(2,6-dimethylphenyl)-4-methoxy-benzaldehyde BrC=1C=C(C=O)C=C(C1OC)C1=C(C=CC=C1C)C